trans-2-(hydroxymethyl)cyclopropanecarboxylic acid OC[C@H]1[C@@H](C1)C(=O)O